C1(CCC1)NC=1C=C(C(=O)NC[C@@H](O)C2N=CC3=CC(=CC=C3C2)OCC2=C(N=CO2)C)C=CC1 3-((R)-2-(3-(cyclobutylamino)benzamido)-1-hydroxyethyl)-7-((4-methyloxazol-5-yl)methoxy)-3,4-dihydroisoquinoline